1-Ethylethyl ether C(C)C(C)OC(C)CC